O=C1CS(CC12CCN(CC2)C(=O)OC(C)(C)C)(=O)=O tert-butyl 4-oxo-2-thia-8-azaspiro[4.5]decane-8-carboxylate 2,2-dioxide